E-Vinyl Boronate B(OC=C)[O-]